2-chloro-5-fluoro-4-((4-methoxybenzyl)oxy)pyrimidine ClC1=NC=C(C(=N1)OCC1=CC=C(C=C1)OC)F